sodium lauroyltaurate C(CCCCCCCCCCC)(=O)NCCS(=O)(=O)[O-].[Na+]